((3'-(3-(3-Hydroxypyrrolidin-1-yl)propoxy)-2,2'-dimethyl-[1,1'-biphenyl]-3-yl)oxy)methylnicotinonitril OC1CN(CC1)CCCOC=1C(=C(C=CC1)C1=C(C(=CC=C1)OCC1=C(C#N)C=CC=N1)C)C